FC1=C(C=CC=C1)[C@H](C)N (S)-1-(2-fluorophenyl)ethane-1-amine